C(C)(=O)N[C@@H]1C(O)O[C@H]([C@@H]([C@H]1O)O)C N-acetyl-L-quinovosamine